8-bromo-7-fluoro-1-isopropyl-3-methyl-1H-imidazo[4,5-c]cinnolin-2(3H)-one BrC1=CC=2C3=C(N=NC2C=C1F)N(C(N3C(C)C)=O)C